Methyl 2-(5-allyloxy-4-bromo-2-fluorophenyl)acetate C(C=C)OC=1C(=CC(=C(C1)CC(=O)OC)F)Br